S-(3-aminopropyl) p-toluenesulfonothioate CC1=CC=C(C=C1)S(=O)(SCCCN)=O